BrC1=CC(=C(C(=O)NC=2C=C3C=CC(=NC3=C(C2F)N2CCC(CC2)(F)F)O)C=C1)N1CCC2(CC2)CC1 4-bromo-N-(8-(4,4-difluoropiperidin-1-yl)-7-fluoro-2-hydroxyquinolin-6-yl)-2-(6-azaspiro[2.5]oct-6-yl)benzamide